1-(6-Chloro-4-(7-(difluoromethyl)-6-(1-methyl-1H-pyrazol-4-yl)-3,4-dihydroquinolin-1(2H)-yl)isoindol-2-yl)ethan-1-one ClC=1C=C(C2=CN(C=C2C1)C(C)=O)N1CCCC2=CC(=C(C=C12)C(F)F)C=1C=NN(C1)C